C(N)(OC(C(=NN(C1=CC(=C(C(=C1)Cl)OC=1C=C2C=CC(=NC2=CC1)C)Cl)CC)C#N)=O)=O Ethyl-(2-cyano-2-(2-(3,5-dichloro-4-((2-methylquinolin-6-yl) oxy) phenyl) hydrazono) acetyl) carbamate